FC(=O)[C@@H](O)[C@H](O)[C@H](O)CO FluoroArabinose